CN[C@@H]1CCOC2=CC(=CC=C12)C=1C=NN(C1)C(F)(F)F (R)-N-methyl-7-(1-(trifluoromethyl)-1H-pyrazol-4-yl)chroman-4-amine